ClC1=C(C=CC=C1)C=1N=C(SC1)N(\N=C\C1=C(C(=O)OCCN(CC)CC)C=CC=C1)C (E)-2-(diethylamino)ethyl 2-((2-(4-(2-chlorophenyl)thiazol-2-yl)-2-Methylhydrazono)methyl)benzoate